ClC=1C=C(C=CC1Cl)CC(=O)N([C@H]1[C@@H](CCCC1)N1CCCC1)C trans-3,4-Dichloro-N-methyl-N-[2-(1-pyrrolidinyl)cyclohexyl]-benzeneacetamide